Ethyl (E)-2-fluoro-3-(6-methoxypyridin-2-yl)acrylate F\C(\C(=O)OCC)=C\C1=NC(=CC=C1)OC